2-[4-(Phenanthren-2-yl)phenyl]-1,3,2-dioxaborolane C1=C(C=CC=2C3=CC=CC=C3C=CC12)C1=CC=C(C=C1)B1OCCO1